NC1=NC=C(C=N1)C=1N=C(C(=NC1)NC(=O)C=1C(=NOC1C)C1=CC=CC=C1)OC [5-(2-aminopyrimidin-5-yl)-3-methoxy-pyrazin-2-yl]-5-methyl-3-phenyl-isoxazole-4-carboxamide